FC=1C=C(CNC2=NSC3=C2C=CC=C3)C=C(C1)F N-(3,5-difluorobenzyl)benzo[d]isothiazol-3-amine